3-ethyl-6-(hydroxymethyl)-1H-thieno[2,3-b][1,4]oxazin-2(3H)-one C(C)C1C(NC2=C(O1)SC(=C2)CO)=O